N-(2-((3-((5-ethyl-2-methoxyphenyl)sulfonamido)-4-methoxybenzo[d]isoxazol-6-yl)methoxy)ethyl)propiolamide C(C)C=1C=CC(=C(C1)S(=O)(=O)NC1=NOC2=C1C(=CC(=C2)COCCNC(C#C)=O)OC)OC